N=1ON=C2C1COC2=O 4H,6H-furo[3,4-c][1,2,5]oxadiazol-4-one